CN(C(=O)C1=NNC=C1C1=NC(=CC=C1)C)C N,N-dimethyl-4-(6-methylpyridin-2-yl)-1H-pyrazole-3-carboxamide